Cl.NC/C(/CN1N=CN(C1=O)CC=1SC(=CC1)C1=CC=C(C=C1)C1CCOCC1)=C\F 2-[(2E)-2-(aminomethyl)-3-fluoroprop-2-en-1-yl]-4-(5-[4-(tetrahydro-2H-pyran-4-yl)phenyl]thiophen-2-ylmethyl)-2,4-dihydro-3H-1,2,4-triazol-3-one hydrochloride